N-[(1R,3S)-3-{[6-chloro-2-(trifluoromethyl)quinolin-4-yl]amino}cyclohexyl]-4-methanesulfonamidobenzamide ClC=1C=C2C(=CC(=NC2=CC1)C(F)(F)F)N[C@@H]1C[C@@H](CCC1)NC(C1=CC=C(C=C1)NS(=O)(=O)C)=O